5-chloro-4-[1-(pyridine-2-carbonyl)-4-piperidinyl]-2-(4-pyridinyl)-1H-pyrimidin-6-one ClC1=C(N=C(NC1=O)C1=CC=NC=C1)C1CCN(CC1)C(=O)C1=NC=CC=C1